2-((5-ethylpyridin-3-yl)methyl)-6-(2-(2,2,2-trifluoroethoxy)pyrimidin-5-yl)pyridazine-3(2H)-one C(C)C=1C=C(C=NC1)CN1N=C(C=CC1=O)C=1C=NC(=NC1)OCC(F)(F)F